2-methyl-6-(2-oxoimidazolidin-1-yl)-4-(trifluoromethyl)phenyl (3-chloro-4-fluorophenyl)(methyl)carbamate ClC=1C=C(C=CC1F)N(C(OC1=C(C=C(C=C1N1C(NCC1)=O)C(F)(F)F)C)=O)C